C(C1=CC=CC=C1)OC[C@H](CNCC(OC)OC)O (2S)-1-benzyloxy-3-(2,2-dimethoxyethylamino)propan-2-ol